N1=C(C=C(C=C1)C1=CC=NC=C1)CO 4,4'-bipyridinemethanol